(R)-benzyl 2-(((benzyloxy)carbonyl)amino)-3-(3-(5-ethylthiazol-4-yl)-5-fluorobenzamido)propanoate C(C1=CC=CC=C1)OC(=O)N[C@@H](C(=O)OCC1=CC=CC=C1)CNC(C1=CC(=CC(=C1)F)C=1N=CSC1CC)=O